BrC1=C(NC=2N=NC(=CC21)C2=C(C=CC=C2)OCOC)C2(CN(CC2)C(=O)OC(C)(C)C)C tert-butyl 3-(5-bromo-3-(2-(methoxymethoxy)phenyl)-7H-pyrrolo[2,3-c]pyridazin-6-yl)-3-methylpyrrolidine-1-carboxylate